2-ethyl-9-acryloyloxy-10-hydroxy-1,4-dihydroanthracene C(C)C=1CC2=C(C3=CC=CC=C3C(=C2CC1)O)OC(C=C)=O